C(CCC)C1CCCC2=C(N(C3=C(C=CC=C23)C(=O)O)CC2=CC(=NC=C2)OC)C1 7-butyl-5-[(2-methoxypyridin-4-yl)methyl]-5H,6H,7H,8H,9H,10H-cyclohepta[b]indole-4-carboxylic acid